1-{[(5-Methoxy-1H-indol-3-yl)methyliden]amino}-3-pentylguanidin COC=1C=C2C(=CNC2=CC1)C=NNC(=N)NCCCCC